FC(F)(F)C1=C(C=CC=C1)NN1CC(=NC=C1)C1=NOC=N1 3-(4-(trifluoromethylphenyl)aminopyrazin-2-yl)-1,2,4-oxadiazol